tert-butyl 3-[7-chloro-8-fluoro-2-[[5-(hydroxymethyl)-1-methyl-pyrrolidin-2-yl]methoxy]pyrido[4,3-d]pyrimidin-4-yl]-3,8-diazabicyclo[3.2.1]octane-8-carboxylate ClC1=C(C=2N=C(N=C(C2C=N1)N1CC2CCC(C1)N2C(=O)OC(C)(C)C)OCC2N(C(CC2)CO)C)F